NC1=NC=2C=CC(=CC2C2=C1N=CN=C2)C(=O)N([C@@H]2COC1=C2C=CC(=C1)C(F)(F)F)C 5-amino-N-methyl-N-((3S)-6-(trifluoromethyl)-2,3-dihydro-1-benzofuran-3-yl)pyrimido-[4,5-c]quinoline-9-carboxamide